3-Ethyl-5-(trifluoromethyl)phenylboronic acid C(C)C=1C=C(C=C(C1)C(F)(F)F)B(O)O